NC1CCC1 aminocyclobutan